FC1C(C1)C(=O)NC=1SC2=C(N1)C=C(C(=C2)C=2C=NC=CC2C)C(F)(F)F 2-fluoro-N-(6-(4-methylpyridin-3-yl)-5-(trifluoromethyl)benzo[d]thiazol-2-yl)cyclopropane-1-carboxamide